NC1=C(C=C(C=C1)C(C(=O)OC)(C)C)NC[C@H]1OCC1 methyl (S)-2-(4-amino-3-((oxetan-2-ylmethyl) amino) phenyl)-2-methylpropionate